4-((5-Chloro-7-(2-((3,3-dimethyl-2,5-dioxopyrrolidin-1-yl)methyl)thieno[3,2-b]pyridin-7-yl)-1H-indol-1-yl)methyl)piperidine-4-carbonitrile ClC=1C=C2C=CN(C2=C(C1)C1=C2C(=NC=C1)C=C(S2)CN2C(C(CC2=O)(C)C)=O)CC2(CCNCC2)C#N